6-aminohexyl-trimethoxysilane NCCCCCC[Si](OC)(OC)OC